(E)-3-(4-(4-((5-(8-(7-Acetyl-3-ethyl-5,6,7,8-tetrahydroimidazo[1,5-a]pyrazin-1-yl)isoquinolin-3-yl)pyridin-2-yl)oxy)but-1-en-1-yl)-1-oxoisoindolin-2-yl)piperidine-2,6-dione C(C)(=O)N1CC=2N(CC1)C(=NC2C=2C=CC=C1C=C(N=CC21)C=2C=CC(=NC2)OCC/C=C/C2=C1CN(C(C1=CC=C2)=O)C2C(NC(CC2)=O)=O)CC